FC(COC1=CC=C2C(=CNC(C2=C1)=O)C1=C(C(=CC=C1)F)C)F 7-(2,2-difluoroethoxy)-4-(3-fluoro-2-methylphenyl)isoquinolin-1(2H)-one